COC1=CC=C(C=N1)C1COC2=C(O1)C=CC(=C2)CC2=CC(=NC=C2)C(=O)N 4-((2-(6-methoxypyridin-3-yl)-2,3-dihydrobenzo[b][1,4]dioxin-6-yl)methyl)pyridine-2-carboxamide